lithium chlorosulfite S(=O)([O-])Cl.[Li+]